2-[(1S)-1-phenylethyl]-2-azabicyclo[2.2.1]heptane C1(=CC=CC=C1)[C@H](C)N1C2CCC(C1)C2